zinc ricinoleate, barium salt [Ba+2].C(CCCCCCC\C=C/C[C@H](O)CCCCCC)(=O)[O-].[Zn+2].C(CCCCCCC\C=C/C[C@H](O)CCCCCC)(=O)[O-].C(CCCCCCC\C=C/C[C@H](O)CCCCCC)(=O)[O-].C(CCCCCCC\C=C/C[C@H](O)CCCCCC)(=O)[O-]